1-(2,2-difluorovinyl)-2-difluorovinyl-naphthalene FC(=CC1=C(C=CC2=CC=CC=C12)C=C(F)F)F